2-amino-2-(oxetan-3-yl)ethan-1-ol NC(CO)C1COC1